C(C)(C)C1=NN(C(C=2N1C1=C(C2)SC=N1)=O)CC(=O)N[C@H]1CN(C(CC1)=O)C (R)-2-(5-Isopropyl-8-oxothiazolo[5',4':4,5]pyrrolo[1,2-d][1,2,4]triazin-7(8H)-yl)-N-(1-methyl-6-oxopiperidin-3-yl)acetamid